2-[3,5-difluoro-4-(2-trimethylsilylethoxymethoxy)phenyl]-6-methyl-7,8-dihydro-6H-quinolin-5-one FC=1C=C(C=C(C1OCOCC[Si](C)(C)C)F)C1=NC=2CCC(C(C2C=C1)=O)C